(2S,4S)-1-((R)-2-amino-4-phenyl-butyryl)-4-phenyl-pyrrolidine-2-carboxylic acid (1-methyl-1H-benzotriazol-5-ylmethyl)-amide CN1N=NC2=C1C=CC(=C2)CNC(=O)[C@H]2N(C[C@@H](C2)C2=CC=CC=C2)C([C@@H](CCC2=CC=CC=C2)N)=O